FC=1C=C2C(=C(C=NC2=CC1)C(=O)N1CCC(CC1)(C)O)C1=CC=C(C=C1)C1(CC1)C#N 1-(4-(6-FLUORO-3-(4-HYDROXY-4-METHYLPIPERIDINE-1-CARBONYL)QUINOLIN-4-YL)PHENYL)CYCLOPROPANE-1-CARBONITRILE